NC=1C(=NN(C1)C1CCC(CC1)CCCCCCCNC1=C2C(N(C(C2=CC=C1)=O)C1C(NC(CC1)=O)=O)=O)C(F)F 4-[7-[4-[4-amino-3-(difluoromethyl)pyrazol-1-yl]cyclohexyl]heptylamino]-2-(2,6-dioxo-3-piperidyl)isoindoline-1,3-dione